5-acetyl-2-((2-fluoro-4-iodophenyl)amino)-4-isopropylthiophene-3-carboxylic acid C(C)(=O)C1=C(C(=C(S1)NC1=C(C=C(C=C1)I)F)C(=O)O)C(C)C